N-[4-(2-Dimethylamino-ethyl)-phenyl]-6-methyl-5-(4-pyridin-3-yl-pyrimidin-2-ylamino)-nicotinamide CN(CCC1=CC=C(C=C1)NC(C1=CN=C(C(=C1)NC1=NC=CC(=N1)C=1C=NC=CC1)C)=O)C